N1=CNC2=NC=CC(=C21)C=2C=NN(C2)C2=CC=C(C=N2)C(CCC#N)C(F)(F)F 4-(6-(4-(3H-imidazo[4,5-b]pyridin-7-yl)-1H-pyrazol-1-yl)pyridin-3-yl)-5,5,5-trifluoropentanenitrile